C(C)C1OC2C(OC(C1)(C2O)CO)N2C(NC(C(=C2)C)=O)=O 1-(3-ethyl-8-hydroxy-5-(hydroxymethyl)-2,6-dioxabicyclo[3.2.1]octan-7-yl)-5-methylpyrimidine-2,4(1H,3H)-dione